(1S,3R)-2-(4-cyclopropylphenyl)-1-(6-fluoropyridin-3-yl)-3-methyl-1,2,3,4-tetrahydroisoquinolin-6-yl trifluoromethanesulfonate FC(S(=O)(=O)OC=1C=C2C[C@H](N([C@@H](C2=CC1)C=1C=NC(=CC1)F)C1=CC=C(C=C1)C1CC1)C)(F)F